L-2-aminoisobutyric acid NC(C(=O)O)(C)C